(6-bromobenzofuran-4-yl)methanol BrC1=CC2=C(C=CO2)C(=C1)CO